BrC=1C(=C(C(=NC1)OC)F)CN (5-bromo-3-fluoro-2-methoxypyridin-4-yl)methanamine